ClCCOCC 1-chloro-2-(2-ethoxy)ethane